CN1N=NC2=C1C=CC(=C2C)C(CC(=O)O)C2=CC(=C1C=CNC1=C2)CN2S(C1=C(O[C@@H](C2)C)C=CC=C1)(=O)=O 3-(1,4-Dimethyl-1H-benzotriazol-5-yl)-3-(4-{[(4R)-4-methyl-1,1-dioxo-3,4-dihydro-2H-5,1,2-benzoxathiazepin-2-yl]methyl}-1H-indol-6-yl)propanoic acid